cysteine, hexylthioamide C(CCCCC)SNC([C@@H](N)CS)=O